N-[5-[(3,5-difluorophenyl)methylcarbamoyl]-4-fluoro-2-methylphenyl]-2-methyl-1,3-thiazole-5-carboxamide FC=1C=C(C=C(C1)F)CNC(=O)C=1C(=CC(=C(C1)NC(=O)C1=CN=C(S1)C)C)F